(7R,14R)-1-(difluoromethoxy)-11-((R)-4-hydroxy-3-methylbut-1-yn-1-yl)-6-(methyl-d3)-6,7-dihydro-7,14-methanobenzo[f]benzo[4,5]imidazo[1,2-a][1,4]diazocin FC(OC1=CC=CC2=CN([C@H]3C=4N(C(=C21)C3)C3=C(N4)C=CC(=C3)C#C[C@H](CO)C)C([2H])([2H])[2H])F